5-amino-1-cyclopropyl-3-methyl-1H-pyrazole-4-carboxamide NC1=C(C(=NN1C1CC1)C)C(=O)N